BrC1=CC=C(C=C1)S(=O)(=O)NCC(=O)OC methyl ((4-bromophenyl)sulfonyl)glycinate